Cl.NC=1C(N(C=CC1)[C@H]1[C@@H](C1)C)=O trans-3-amino-1-(2-methylcyclopropyl)-pyridin-2(1H)-one hydrochloride